[Si](C)(C)(C(C)(C)C)O[C@H]1C(N(CC1)CC)=O |r| (rac)-3-((tert-butyldimethylsilyl)oxy)-1-ethylpyrrolidin-2-one